N-{[3-(8-{[(3S,4R)-3-fluoro-1-methylpiperidin-4-yl]amino}-3-[(trifluoromethyl)sulfanyl]indolizin-2-yl)-1,2,4-oxadiazol-5-yl]methyl}-3,3-dimethyl-2-oxo-1H-indole-5-carboxamide F[C@H]1CN(CC[C@H]1NC1=CC=CN2C(=C(C=C12)C1=NOC(=N1)CNC(=O)C=1C=C2C(C(NC2=CC1)=O)(C)C)SC(F)(F)F)C